COC=1C=C(CCNC(=O)[C@H]2C(CCC[C@@H]2C)(C)C)C=CC1OC (1R,6S)-N-(3,4-dimethoxyphenethyl)-2,2,6-trimethylcyclohexane-1-carboxamide